6-ethoxypyridin-2-yl-1H-imidazo[4,5-b]pyrazin-6-yl-4-hydroxypiperidine-1-sulfonamide C(C)OC1=CC=CC(=N1)C1(N(CCC(C1)O)S(=O)(=O)N)C1=CN=C2C(=N1)NC=N2